2-[6-(ethylamino)-4-{3-[(4-methyl-1,2,4-triazol-3-yl)methyl]oxetan-3-yl}pyridin-2-yl]-6-{[(3S)-3-methylpiperidin-1-yl]methyl}-4-(trifluoromethyl)-3H-isoindol-1-one C(C)NC1=CC(=CC(=N1)N1C(C2=CC(=CC(=C2C1)C(F)(F)F)CN1C[C@H](CCC1)C)=O)C1(COC1)CC1=NN=CN1C